N[C@H](C(=O)N)CC(=O)C1=C(C=CC=C1)N (S)-2-amino-4-(2-aminophenyl)-4-oxobutanamide